NC1=CC=CC(=N1)S(=O)(=O)NC(=O)C=1C(=NC(=CC1)C(C)(C)C)N1CCC(CC1)C N-[(6-Amino-2-pyridyl)sulfonyl]-6-tert-butyl-2-(4-methyl-1-piperidyl)pyridin-3-carboxamid